(1r,4r)-N-(5-Chloro-4-(4-(cyclopropylmethyl)-3-methylisoxazol-5-yl)pyrimidin-2-yl)cyclohexane-1,4-diamine ClC=1C(=NC(=NC1)NC1CCC(CC1)N)C1=C(C(=NO1)C)CC1CC1